4-((4-(3-(Acryloyloxy)propoxy)phenoxy)carbonyl)phenyl 4-(3-(acryloyloxy)propoxy)benzoate C(C=C)(=O)OCCCOC1=CC=C(C(=O)OC2=CC=C(C=C2)C(=O)OC2=CC=C(C=C2)OCCCOC(C=C)=O)C=C1